5-chloro-4-methylisoquinolin-1(2H)-one ClC1=C2C(=CNC(C2=CC=C1)=O)C